2-(5-bromo-1-butyl-1H-indol-3-yl)-2-oxoacetyl chloride BrC=1C=C2C(=CN(C2=CC1)CCCC)C(C(=O)Cl)=O